6-Amino-3-((1R,3S)-4'-chloro-3-(pyrrolidin-1-yl)-1',2'-dihydrospiro[cyclopentane-1,3'-pyrrolo[2,3-b]pyridin]-5'-yl)-2-fluoro-N,N-dimethylbenzamide NC1=CC=C(C(=C1C(=O)N(C)C)F)C=1C(=C2C(=NC1)NC[C@]21C[C@H](CC1)N1CCCC1)Cl